9-phenyl-3,5-di-tert-butylcarbazole C1(=CC=CC=C1)N1C2=CC=CC(=C2C=2C=C(C=CC12)C(C)(C)C)C(C)(C)C